2-(((1r,4r)-4-(benzhydrylamino)cyclohexyl)oxy)ethan-1-ol C(C1=CC=CC=C1)(C1=CC=CC=C1)NC1CCC(CC1)OCCO